ClC=1C=CC(=C2C=CN(C12)C(=O)OC(C)(C)C)C=1C=NN(C1)C1OCCCC1 tert-Butyl 7-chloro-4-(1-(tetrahydro-2H-pyran-2-yl)-1H-pyrazol-4-yl)-1H-indole-1-carboxylate